N-[4-[2-methoxyethyl-(methyl)amino]cyclohexyl]-5-[3-(prop-2-enoylamino)phenyl]-1H-indazole-3-carboxamide COCCN(C1CCC(CC1)NC(=O)C1=NNC2=CC=C(C=C12)C1=CC(=CC=C1)NC(C=C)=O)C